C12(CC3CC(CC(C1)C3)C2)CNC(C(=O)NC2=CNC3=C2C=NC=C3)=O N1-(adamantan-1-ylmethyl)-N2-(1H-pyrrolo[3,2-c]pyridin-3-yl)oxalamide